(1-cyclopropyl-1H-pyrazol-4-yl)boric acid C1(CC1)N1N=CC(=C1)OB(O)O